Methoxymethyl-(triphenyl)phosphine chloride [Cl-].COCP(C1=CC=CC=C1)(C1=CC=CC=C1)C1=CC=CC=C1